3-[3-(2-chloro-6-methyl-4-pyridyl)-5-[[rac-(3R)-3-piperidyl]amino]pyrazolo[1,5-a]pyrimidin-2-yl]benzonitrile ClC1=NC(=CC(=C1)C=1C(=NN2C1N=C(C=C2)N[C@H]2CNCCC2)C=2C=C(C#N)C=CC2)C |r|